NC1=C(C(=NC=C1)C(F)(F)F)C(C(C(=O)OC(C)(C)C)CC(=O)OC(C)(C)C)O 1,4-di-tert-butyl 2-[[4-amino-2-(trifluoromethyl)pyridin-3-yl](hydroxy)methyl]butanedioate